COC(C(=O)NCC1=NC=C(C=C1Cl)Br)=O 2-(((5-bromo-3-chloropyridin-2-yl)methyl)amino)-2-oxoacetic acid methyl ester